[B].[Ni].[Ni] dinickel boride